1-((3-fluoro-4-(methylcarbamoyl)phenyl)amino)cyclobutanecarboxylic acid FC=1C=C(C=CC1C(NC)=O)NC1(CCC1)C(=O)O